C(CCCCCCCC)(=O)OCC(COC(CCCCCCCC)=O)CC(=O)OC[C@@H]1N(C[C@@H](C1)OC(CC(COC(CCCCCCCC)=O)COC(CCCCCCCC)=O)=O)C(=O)OC(C)(C)C 2-(2-(((2R,4R)-1-(tert-butoxycarbonyl)-4-((4-(nonanoyloxy)-3-((nonanoyloxy)methyl)butanoyl)oxy)pyrrolidin-2-yl)methoxy)-2-oxoethyl)propane-1,3-diyl dinonanoate